3,5-dinitro-2,6-dimethyl-4-tert-butylacetophenone CC1=C(C(=C(C(=C1[N+](=O)[O-])C(C)(C)C)[N+](=O)[O-])C)C(=O)C